ClC1=C(C=C(C=2C3=C(NC12)CCNC(C3C)=O)OCCF)Cl 7,8-dichloro-10-(2-fluoroethoxy)-1-methyl-3,4,5,6-tetrahydroazepino[4,5-b]indol-2(1H)-one